COC1=CC2=C(N(C(O2)=O)CCNC(\C=C\C2=CC=C(C=C2)F)=O)C=C1 (E)-N-(2-(6-methoxy-2-oxo-2,3-dihydro-1,3-benzoxazol-3-yl)ethyl)-3-(4-fluorophenyl)acrylamide